CN(C1=CC=C(C=C1)N=NC1=NC=CC=C1)C 2-(p-dimethylaminophenyl-azo)pyridine